(1R,3R,5R)-2-(3-cyanobenzoyl)-N-((R)-(2-fluoro-4-(trifluoromethyl)phenyl)(3-oxetanyl)methyl)-2-azabicyclo[3.1.0]hexane-3-carboxamide C(#N)C=1C=C(C(=O)N2[C@@H]3C[C@@H]3C[C@@H]2C(=O)N[C@H](C2COC2)C2=C(C=C(C=C2)C(F)(F)F)F)C=CC1